α,α-dimethylolpropionic acid C(O)C(C(=O)O)(C)CO